2,5-bis(hexyloxy)terephthalhydrazide C(CCCCC)OC1=C(C(=O)NN)C=C(C(=C1)C(=O)NN)OCCCCCC